silver (I) tri-ammonium [NH4+].[NH4+].[NH4+].[Ag+]